NC1(CC1)CN1N=CC2=CC(=C(C=C12)C=1C2=C(C(N(C1)C)=O)NC(=C2)C(=O)NCC)OC2=C(C=CC=C2C)C 4-(1-((1-aminocyclopropyl)methyl)-5-(2,6-dimethylphenoxy)-1H-indazol-6-yl)-N-ethyl-6-methyl-7-oxo-6,7-dihydro-1H-pyrrolo[2,3-c]pyridine-2-carboxamide